C[Sn]([Sn](C)(C)C)(C)C 1,1,1,2,2,2-hexa-methyldistannane